ClC=1C(=C(C=CC1F)[C@@H](NC(=O)N1[C@@H](C(NCC1)=O)C)C=1C=NC(=C(C1)Cl)C(F)(F)F)F (2R)-N-((S)-(3-chloro-2,4-difluorophenyl)(5-chloro-6-(trifluoromethyl)pyridin-3-yl)methyl)-2-methyl-3-oxopiperazine-1-carboxamide